COC(C1=CC(=C(C=C1)C#C[C@](CC)(COC)O)OC)=O |r| (rac)-4-(3-hydroxy-3-(methoxymethyl)pent-1-yn-1-yl)-3-methoxybenzoic acid methyl ester